1,3-bis[2-(p-methoxybenzyloxy)ethyl]imidazolium COC1=CC=C(COCCN2C=[N+](C=C2)CCOCC2=CC=C(C=C2)OC)C=C1